NC=1C=C(C(=C(C1)[C@@H](C)NC1=NC(=NC2=CC(=C(C=C12)NC)C(=O)N1CCS(CC1)(=O)=O)C)F)C(F)F (R)-(4-((1-(5-amino-3-(difluoromethyl)-2-fluorophenyl)ethyl)amino)-2-methyl-6-(methylamino)quinazolin-7-yl)(1,1-dioxothiomorpholino)methanone